N1,N1-diethyl-ethane-1,2-diamine C(C)N(CCN)CC